(2S)-2-hydroxy-3-heptanone O[C@@H](C)C(CCCC)=O